C(C)(=O)[O-].C(CCCCCCCCC)[NH+]1C(CCCC1)CCC 1-Decyl-2-propylpiperidinium acetat